BrN1C=C2C3(C(C(CC=C13)=S)C(C(=O)OC)CCC(=O)OC)C=CC=C2 dimethyl 2-(5-bromo-2-thioxobenzo[c]indol-1(2H)-yl)pentanedioate